C(#N)C1=CN=C(S1)NC(=O)N1CCC2(CC1)CCC(CC2)N(C=2C1=C(N=CN2)NC=C1)C N-(5-Cyanothiazol-2-yl)-9-(methyl(7H-pyrrolo[2,3-d]pyrimidin-4-yl)amino)-3-azaspiro[5.5]undecan-3-carboxamid